HYDROXYISOVALERIC ACID OC(C(=O)O)C(C)C